ICC(=O)C1=CC(=C(C(=O)[O-])C=C1)N 4-(iodoacetyl)-aminobenzoate